3-(5''-bromodispiro[cyclopropane-1,1'-cyclohexane-4',3''-indoline]-1''-carbonyl)-N-(3-methyltetrahydrofuran-3-yl)benzenesulfonamide BrC=1C=C2C3(CN(C2=CC1)C(=O)C=1C=C(C=CC1)S(=O)(=O)NC1(COCC1)C)CCC1(CC3)CC1